C1(CC1)C=1N=COC1C(=O)N1[C@H](C2=C(CC1)NC=N2)C2=NN1C(C(=CC=C1)F)=C2 (R)-(4-cyclopropyloxazol-5-yl)(4-(4-fluoropyrazolo[1,5-a]pyridin-2-yl)-1,4,6,7-tetrahydro-5H-imidazo[4,5-c]pyridin-5-yl)methanone